1-amino-3-chloro-5-methoxypyrazin-1-ium 2,4,6-trimethylbenzenesulfonate CC1=C(C(=CC(=C1)C)C)S(=O)(=O)[O-].N[N+]1=CC(=NC(=C1)OC)Cl